(S)-N-(5-(pyrrolidin-3-ylamino)quinolin-8-yl)benzamide hydrochloride Cl.N1C[C@H](CC1)NC1=C2C=CC=NC2=C(C=C1)NC(C1=CC=CC=C1)=O